4-(N-morpholinyl)butanesulfonic acid N1(CCOCC1)CCCCS(=O)(=O)O